strontium-barium oxalate C(C(=O)[O-])(=O)[O-].[Ba+2].[Sr+2].C(C(=O)[O-])(=O)[O-]